5-[5-(azetidin-3-yloxy)pyridin-2-yl]-1-methylpyrrolidine-3-carboxylic acid methyl ester COC(=O)C1CN(C(C1)C1=NC=C(C=C1)OC1CNC1)C